FC(S(=O)(=O)OC1=CC2=C(OC3=C(C=N2)C=CC=C3)C(=C1)N1CCN(CC1)C)(F)F [6-(4-Methylpiperazin-1-yl)benzo[b][1,4]benzoxazepin-8-yl] trifluoromethanesulfonate